4-((3-(1-((1-benzylpyrrolidin-3-yl)methyl)-3-(trifluoromethyl)-1H-pyrazol-4-yl)imidazo[1,2-a]pyrazin-8-yl)amino)-2-chloro-N-methylbenzamide formate C(=O)O.C(C1=CC=CC=C1)N1CC(CC1)CN1N=C(C(=C1)C1=CN=C2N1C=CN=C2NC2=CC(=C(C(=O)NC)C=C2)Cl)C(F)(F)F